CC1C(N(CC1)CC)=O methyl-Ethylpyrrolidone